C(C1=CC=CC=C1)N1CC2(C1)CC(C2)NC(=O)N2[C@@H](CN(C[C@H]2C)C2=NC1=CC=C(C=C1N=C2)C(F)(F)F)C (2R,6R)-N-{2-benzyl-2-azaspiro[3.3]heptan-6-yl}-2,6-dimethyl-4-[6-(trifluoromethyl)quinoxalin-2-yl]piperazine-1-carboxamide